3-(3-(3-methyl-2-oxoimidazol-1-yl)piperidin-1-yl)-1,2,4-triazine-6-carboxamide CN1C(N(C=C1)C1CN(CCC1)C=1N=NC(=CN1)C(=O)N)=O